CC=1C(=CSC1C)C1=CC(OC2=CC(=CC=C12)OCCC)=O 4-(4,5-dimethylthiophen-3-yl)-7-propoxy-2H-chromen-2-one